2-chloro-3-(2-fluoro-6-hydroxyphenyl)-5-(2-isopropyl-4-methylpyridin-3-yl)-8,9,10,11-tetrahydropyrazino[1',2':1,2]imidazo[4,5-c][1,8]naphthyridin-6(5H)-one ClC=1C=C2C3=C(C(N(C2=NC1C1=C(C=CC=C1O)F)C=1C(=NC=CC1C)C(C)C)=O)N=C1N3CCNC1